CC1=CC=C(C(=O)C2=C(C(=O)O)C=C(C(=C2)C(=O)O)C(C2=CC=C(C=C2)C)=O)C=C1 2,5-bis(4-methylbenzoyl)terephthalic acid